2-(2-chlorophenyl)-5-(1-methyl-4,5,6,7-tetrahydro-1H-benzo[d]imidazol-5-yl)-4,5,6,7-tetrahydro-3H-imidazo[4,5-c]pyridine ClC1=C(C=CC=C1)C1=NC2=C(CN(CC2)C2CC3=C(N(C=N3)C)CC2)N1